O1C=2[C@H](NCC1)CNC2 (4aR,7aS)-hexahydropyrrolo[3,4-b][1,4]oxazine